5H-1,5-naphthyridine-2-carboxamide N1=C(C=CC=2NCC=CC12)C(=O)N